C(C)(C)(C)N(C(O)=O)CC1=CC2=C(C=N1)CCO2.FC(C2=NN(C=C2C(=O)NC2=C(C=CC=C2)C2=CC(=C(C(=C2)F)F)F)C)F 3-(Difluoromethyl)-1-methyl-N-(3',4',5'-trifluoro[1,1'-biphenyl]-2-yl)-1H-pyrazole-4-carboxamide tert-butyl-((2,3-dihydrofuro[3,2-c]pyridin-6-yl)methyl)carbamate